(E)-1-bromooctadec-2-ene BrC\C=C\CCCCCCCCCCCCCCC